C1=C(C=CC=C1)N1C2=CC=CC=C2C=2C=C(C=CC12)OB(O)O (9-(benzene-2-yl)-9H-carbazol-3-yl)boric acid